3,3-bis(4-fluorophenyl)acrylic anhydride FC1=CC=C(C=C1)C(=CC(=O)OC(C=C(C1=CC=C(C=C1)F)C1=CC=C(C=C1)F)=O)C1=CC=C(C=C1)F